5-methyl-2-((6-methylbenzo[d][1,3]dioxol-5-yl)amino)-8-(tetrahydro-2H-pyran-4-yl)-5,8-dihydropteridine-6,7-dione CN1C=2C=NC(=NC2N(C(C1=O)=O)C1CCOCC1)NC1=CC2=C(OCO2)C=C1C